N-(3-chloro-2-fluorophenyl)-7-methoxy-6-(2-(morpholinyloxy)ethoxy)quinazolin-4-amine ClC=1C(=C(C=CC1)NC1=NC=NC2=CC(=C(C=C12)OCCON1CCOCC1)OC)F